5-[[(2S)-2-Fluoropropyl]amino]-6-(1-methylbenzimidazol-4-yl)-3-(4-morpholinoanilino)pyrazin-2-carboxamid F[C@H](CNC=1N=C(C(=NC1C1=CC=CC=2N(C=NC21)C)C(=O)N)NC2=CC=C(C=C2)N2CCOCC2)C